ClC1=C2C(=NN(C1=O)C1=CC3=CN(N=C3C=C1)C)N=CN2CC2CC2 4-chloro-5-(cyclopropylmethyl)-2-(2-methyl-2H-indazol-5-yl)-2,5-dihydro-3H-imidazo[4,5-c]pyridazin-3-one